4-cyclopropyl-3-(3-methylphenyl)-N-[2-(trifluoromethyl)pyridin-4-yl]-1,2-thiazole-5-carboxamide C1(CC1)C=1C(=NSC1C(=O)NC1=CC(=NC=C1)C(F)(F)F)C1=CC(=CC=C1)C